ethyl 1-[3-[3-[4-(cyclopropylcarbamoyl)-3-(difluoromethoxy)-5-methoxy-phenyl]imidazo[1,2-a]pyridin-7-yl]oxypropyl]-4-fluoro-piperidine-4-carboxylate C1(CC1)NC(=O)C1=C(C=C(C=C1OC)C1=CN=C2N1C=CC(=C2)OCCCN2CCC(CC2)(C(=O)OCC)F)OC(F)F